tert-butyl 3-((3-chlorophenyl) amino)-4-oxo-2-(pyridin-4-yl)-1,4,6,7-tetrahydro-5H-pyrrolo[3,2-c]pyridine-5-carboxylate ClC=1C=C(C=CC1)NC1=C(NC2=C1C(N(CC2)C(=O)OC(C)(C)C)=O)C2=CC=NC=C2